2-[2-fluoro-1-(fluoromethyl)-ethyl]pyrazole-3-carboxylic acid FCC(CF)N1N=CC=C1C(=O)O